C(C)(C)(C)OC(=O)N1[C@@H]([C@H]2[C@H]3C(C[C@@H]([C@H]2C1)C3)(F)F)C(N[C@@H](C[C@H]3C(NCC3)=O)C(N)=O)=O.CNC(C3=C(C=CC=C3)I)=O N-methyl-o-iodobenzamide tert-butyl-(1S,2R,3S,6R,7S)-3-{[(1S)-1-carbamoyl-2-[(3S)-2-oxopyrrolidin-3-yl]ethyl]carbamoyl}-9,9-difluoro-4-azatricyclo[5.2.1.0^{2,6}]decane-4-carboxylate